1-(3,4-dimethyl-2-oxo-2,3-dihydrobenzo[d]oxazol-5-yl)-1H-imidazole-4-carbaldehyde CN1C(OC2=C1C(=C(C=C2)N2C=NC(=C2)C=O)C)=O